COC1=C(C=C(C=C1)C(C)(C)OC)C(C(=O)O)N1C[C@@H](CC1)OCCCCCC1=NC=2NCCCC2C=C1 2-(2-methoxy-5-(2-methoxypropan-2-yl)phenyl)-2-((R)-3-((5-(5,6,7,8-tetrahydro-1,8-naphthyridin-2-yl)pentyl)oxy)pyrrolidin-1-yl)acetic acid